Di-(4-n-nonylphenyl)-carbonat C(CCCCCCCC)C1=CC=C(C=C1)OC(OC1=CC=C(C=C1)CCCCCCCCC)=O